FC=1C=C(C=CC1OC)C=1C=C2CCC(C(C2=CC1OC)NC(O[C@@H]1CN2CCC1CC2)=O)(C)C (S)-quinuclidin-3-yl (6-(3-fluoro-4-methoxyphenyl)-7-methoxy-2,2-dimethyl-1,2,3,4-tetrahydronaphthalen-1-yl)carbamate